1-(2,3,5,6-tetrafluoro-4-(methylthio)phenyl)azetidin-3-amine FC1=C(C(=C(C(=C1F)SC)F)F)N1CC(C1)N